(1-(((2R,3S,4R,5R)-5-(6-chloro-4-(methylamino)-1H-pyrazolo[3,4-d]pyrimidin-1-yl)-3,4-dihydroxytetrahydrofuran-2-yl)methoxy)-2-hydroxyethyl)phosphonic acid ClC1=NC(=C2C(=N1)N(N=C2)[C@H]2[C@@H]([C@@H]([C@H](O2)COC(CO)P(O)(O)=O)O)O)NC